(R)-6-((5-(3-amino-3H-spiro[benzofuran-2,4'-piperidin]-1'-yl)pyrazin-2-yl)thio)-5-Chloro-3-(2-methoxyethyl)quinazolin-4(3H)-one N[C@@H]1C2=C(OC13CCN(CC3)C=3N=CC(=NC3)SC=3C(=C1C(N(C=NC1=CC3)CCOC)=O)Cl)C=CC=C2